5-bromo-7-methoxy-2-methylindazole BrC1=CC2=CN(N=C2C(=C1)OC)C